2-(dimethylamino)-1-(4-(2-(5-ethoxy-2-methyl-[1,2,4]triazolo[1,5-a]pyridin-7-yl)-3-isopropyl-1H-indol-5-yl)piperidin-1-yl)ethan-1-one CN(CC(=O)N1CCC(CC1)C=1C=C2C(=C(NC2=CC1)C1=CC=2N(C(=C1)OCC)N=C(N2)C)C(C)C)C